butyl 6-(5-(difluoromethyl)-4-iodo-3-(2-methylpyridin-3-yl)-1H-pyrazol-1-yl)-2-azaspiro[3.3]heptane-2-carboxylate FC(C1=C(C(=NN1C1CC2(CN(C2)C(=O)OCCCC)C1)C=1C(=NC=CC1)C)I)F